(S)-N-(6-(4-(2-amino-2-oxoethyl)piperazin-1-yl)-2-(2-hydroxypropan-2-yl)-2-methyl-2,3-dihydrobenzofuran-5-yl)pyrazolo[1,5-a]pyrimidine-3-carboxamide NC(CN1CCN(CC1)C1=CC2=C(C[C@@](O2)(C)C(C)(C)O)C=C1NC(=O)C=1C=NN2C1N=CC=C2)=O